CCCCCCCCCCCCCCCC(=O)OC[C@H](COP(=O)(O)OC1[C@@H]([C@H](C([C@H]([C@H]1O)O)O)O)O)OC(=O)CCCCCCC/C=C\CCCCCCCC 1-palmitoyl-2-oleoyl-sn-glycero-3-phosphoinositol